CC=1NC2=CC=CC=C2C1CCNC(=O)C=1C=NC(=NC1)NC=1C=NC=CC1 N-(2-(2-Methyl-1H-indol-3-yl)ethyl)-2-(pyridin-3-ylamino)pyrimidine-5-carboxamide